(3S,4r,5R)-3,4,5-tris(benzyloxy)piperidine C(C1=CC=CC=C1)O[C@H]1CNC[C@H](C1OCC1=CC=CC=C1)OCC1=CC=CC=C1